[SiH3]CC[SiH3] 1,4-disilabutane